4-AMINOPHENYLBORONIC ACID NC1=CC=C(C=C1)B(O)O